O=C1N(C[C@H]2N1CCNC2)CC#N (S)-2-(3-oxohexahydroimidazo[1,5-a]pyrazin-2(3H)-yl)acetonitrile